COC(/C=C/1\[C@H](O[C@@H]2OC(O[C@@H]21)(C)C)COC(C2=CC=CC=C2)(C2=CC=CC=C2)C2=CC=CC=C2)=O (E)-methyl-2-((3aR,5S,6aR)-2,2-dimethyl-5-((trityloxy)methyl)furo[2,3-d][1,3]dioxol-6(3aH,5H,6aH)-ylidene)acetate